3-(5-(1-(3,4-dimethylbenzyl)piperidin-4-yl)-1-oxoisoindolin-2-yl)piperidine-2,6-dione CC=1C=C(CN2CCC(CC2)C=2C=C3CN(C(C3=CC2)=O)C2C(NC(CC2)=O)=O)C=CC1C